COC1=CC=C(C=C1)C1=NOC(=N1)N1CCC(CC1)C(=O)NCC1CN(CC1)C1CC(OCC1)C 1-(3-(4-Methoxyphenyl)-1,2,4-oxadiazol-5-yl)-N-((1-(2-Methyltetrahydro-2H-pyran-4-yl)pyrrolidin-3-yl)methyl)piperidin-4-carboxamid